CC1=C(OCC=2C=C(C=CC2OC)C=CC(=O)C2=CC=C(C=C2)O)C=CC=C1C 3-[3-[(2,3-Dimethylphenoxy)methyl]-4-methoxyphenyl]-1-(4-hydroxyphenyl)prop-2-en-1-one